tert-butyl 3-(hydroxy(5-methyl-6-(2-(2,2,2-trifluoroethyl)-4-(trifluoromethyl)phenyl)pyridazin-3-yl)methyl)piperidine-1-carboxylate OC(C1CN(CCC1)C(=O)OC(C)(C)C)C=1N=NC(=C(C1)C)C1=C(C=C(C=C1)C(F)(F)F)CC(F)(F)F